CC1=C(C=CC2=NN(N=C21)O)O 4-methyl-hydroxy-2-hydroxy-benzotriazole